3-(3-chloro-2-ethylanilino)-2-{3-[(4-methylmorpholin-2-yl)methoxy]pyridin-4-yl}-1,5,6,7-tetrahydro-4H-pyrrolo[3,2-c]pyridin-4-one ClC=1C(=C(NC2=C(NC3=C2C(NCC3)=O)C3=C(C=NC=C3)OCC3CN(CCO3)C)C=CC1)CC